S1C(=CC=C1)C=1C(=C2C=CC=CN2C1)C=O (2-(thiophen-2-yl)indolizin-1-yl)methanone